N1C=C(C2=CC=CC=C12)C([C@H](C1=CC=CC=C1)NCCC1=CC=C(C(=O)N)C=C1)=O |r| (S)- and (R)-4-(2-((2-(1H-indol-3-yl)-2-oxo-1-phenyl-ethyl)amino)eth-yl)benzamide